FC=1C=C(C=CC1)N1N=CC=N1 (3-fluorophenyl)-2H-1,2,3-triazole